9-isopropyl-N-(5-morpholinopyridin-2-yl)-5,6-dihydroisoxazolo[5,4-H]quinazolin-2-amine C(C)(C)C1=NOC=2CCC=3C=NC(=NC3C21)NC2=NC=C(C=C2)N2CCOCC2